(5-Methyl-2-(3-(4-methylpiperazin-1-yl)propyl)phenoxy)benzonitrile CC=1C=CC(=C(OC2=C(C#N)C=CC=C2)C1)CCCN1CCN(CC1)C